6,7-dichloro-3-[(4-chloro-3-pyridyl)methyl]-4,9-dihydro-1H-pyrrolo[3,2-h][2,1,3]benzothiadiazine 2,2-dioxide ClC=1C2=C(C3=C(CN(S(N3)(=O)=O)CC=3C=NC=CC3Cl)C1)NC=C2Cl